3-(2,2-dimethyl-1-oxopropoxy)pyridine CC(C(OC=1C=NC=CC1)=O)(C)C